BrC1=NN(C=C1)C1=C2N=CN(C2=NC(=N1)N1CCOCC1)CC(=O)C1=NC=CC=C1 2-(6-(3-Bromo-1H-pyrazol-1-yl)-2-morpholino-9H-purin-9-yl)-1-(pyridin-2-yl)ethan-1-one